6-amino-N-(6-(5-fluoro-2-methylphenyl)-5-(trifluoromethyl)pyridin-2-yl)pyridine-2-sulfonamide NC1=CC=CC(=N1)S(=O)(=O)NC1=NC(=C(C=C1)C(F)(F)F)C1=C(C=CC(=C1)F)C